C(=O)(C=1C(OC2=CC=CC=C2C1N(CC)CC)=O)C=1C(OC2=CC=CC=C2C1N(CC)CC)=O carbonylbis(diethylaminocoumarin)